5-(1-methyl-1H-pyrazol-4-yl)nicotinamide CN1N=CC(=C1)C=1C=NC=C(C(=O)N)C1